C1(=C(C(=C(C(=C1[2H])[2H])[2H])[2H])[2H])C1=CC(=CN1S(=O)(=O)C=1C=NC=CC1)C(O)([2H])[2H] (5-(phenyl-d5)-1-(pyridin-3-ylsulfonyl)-1H-pyrrol-3-yl)methane-d2-ol